[1,3,2,4]diazaborazine N1=BN=NC=C1